ClC=1C=NC=C(C(=O)NC2=CC(=CC=C2)[C@H](C)NC2=CN=C3C(=N2)N(N=C3)C)C1 (S)-5-chloro-N-(3-(1-((1-methyl-1H-pyrazolo[3,4-b]pyrazin-6-yl)amino)ethyl)phenyl)nicotinamide